Cl.NC1=C(N=C(C(=N1)N1CCC2(CC1)[C@@H](C1=CC=CC=C1C2)N)F)SC2=C(C(=NC=C2)N)Cl (S)-1'-(6-amino-5-((2-amino-3-chloropyridin-4-yl)thio)-3-fluoropyrazin-2-yl)-1,3-dihydrospiro[indene-2,4'-piperidin]-1-amine hydrochloride